FC(CN1N=CC(=C1)C1=NC(=NC=C1C#N)N[C@H]1C[C@H](CCC1)N1C=NC=2C1=NC=C(C2)C=2C=NC=CC2C)F 4-(1-(2,2-difluoroethyl)-1H-pyrazol-4-yl)-2-(((1R,3S)-3-(6-(4-methylpyridin-3-yl)-3H-imidazo[4,5-b]pyridin-3-yl)cyclohexyl)amino)pyrimidine-5-carbonitrile